(3R)-3-amino-5,5,7-trifluoro-8-[5-(1-methyl-1-methylsulfonyl-ethyl)-1,3,4-oxadiazol-2-yl]-1-[[4-[5-(trifluoromethyl)-2-pyridyl]phenyl]methyl]-3,4-dihydro-1-benzazepin-2-one N[C@H]1C(N(C2=C(C(C1)(F)F)C=C(C(=C2)C=2OC(=NN2)C(C)(S(=O)(=O)C)C)F)CC2=CC=C(C=C2)C2=NC=C(C=C2)C(F)(F)F)=O